(1-(2,4,6-trimethylanilino)ethyl)-6-(1-(2,4-bis-benzhydryl-6-cyclooctylanilino)ethyl)pyridine CC1=C(NC(C)C2=NC(=CC=C2)C(C)NC2=C(C=C(C=C2C2CCCCCCC2)C(C2=CC=CC=C2)C2=CC=CC=C2)C(C2=CC=CC=C2)C2=CC=CC=C2)C(=CC(=C1)C)C